N1(CCNCC1)C=1C=NN2C1C=CC(=C2)C=2C=NN(C2)CCO 2-[4-(3-piperazin-1-ylpyrazolo[1,5-a]pyridin-6-yl)-1H-pyrazol-1-yl]ethanol